OC1C(C(CC1)CC(=O)O)CCCCC (3-hydroxy-2-pentylcyclopentyl)acetic acid